FC=1C=C(C=CC1C1=NC=CC(=N1)C)O 3-fluoro-4-(4-methylpyrimidin-2-yl)phenol